methyl 7-bromo-6-((tert-butyldimethyl-silyl)oxy)-2-(3-iodo-phenyl)-2-methyl-heptanoate BrCC(CCCC(C(=O)OC)(C)C1=CC(=CC=C1)I)O[Si](C)(C)C(C)(C)C